N-[[(2R,5S)-2-[4-(4-chlorophenoxy)phenyl]-3-oxo-1,4-thiazepan-5-yl]methyl]pyridine-2-sulfonamide ClC1=CC=C(OC2=CC=C(C=C2)[C@H]2SCC[C@H](NC2=O)CNS(=O)(=O)C2=NC=CC=C2)C=C1